CC1=C(C(C=C1)([Pt]CC1=CC=CC2=CC=CC=C12)C)C (trimethyl)(naphthalenyl)methylcyclopentadienyl-platinum